C(#N)C(C)(C)C1=CC=2N(C=C1)C(=CN2)C2=CC(=C(C(=O)NCC1CC1)C(=C2)OC)OC(F)F 4-[7-(1-cyano-1-methyl-ethyl)imidazo[1,2-a]pyridin-3-yl]-N-(cyclopropyl-methyl)-2-(difluoromethoxy)-6-methoxy-benzamide